N-[6-(4-bromo-1H-pyrazol-1-yl)-5-sulfamoylpyridin-3-yl]-2-(2-chlorophenyl)acetamide BrC=1C=NN(C1)C1=C(C=C(C=N1)NC(CC1=C(C=CC=C1)Cl)=O)S(N)(=O)=O